((S)-1-(4-fluorophenyl)-3,4-dihydro-isoquinolin-2(1H)-yl)((4aR,7R,8aS)-3-(hydroxymethyl)octahydropyrano[3,4-b][1,4]oxazin-7-yl)methanone FC1=CC=C(C=C1)[C@@H]1N(CCC2=CC=CC=C12)C(=O)[C@H]1C[C@H]2[C@@H](OC(CN2)CO)CO1